tert-butyl (R)-3-(2-fluoro-N-(8-methylisoquinolin-1-yl)-4-(1H-1,2,3-triazol-1-yl)benzamido)piperidine-1-carboxylate FC1=C(C(=O)N(C2=NC=CC3=CC=CC(=C23)C)[C@H]2CN(CCC2)C(=O)OC(C)(C)C)C=CC(=C1)N1N=NC=C1